benzyl 3-[[(tert-butoxy) carbonyl] amino]-4-oxopyrrolidine-1-carboxylate C(C)(C)(C)OC(=O)NC1CN(CC1=O)C(=O)OCC1=CC=CC=C1